N1=CC(=CC=C1)CN1CCC(CC1)N1N=NC(=C1)CCO 2-{1-[1-(3-pyridinylmethyl)-4-piperidinyl]-1H-1,2,3-triazol-4-yl}ethanol